2-(6-methoxypyridin-3-yl)-1-(2,2,2-trifluoroethyl)-1H-indol COC1=CC=C(C=N1)C=1N(C2=CC=CC=C2C1)CC(F)(F)F